P(=O)(O)(O)OC[C@@H]1[C@H]([C@H]([C@@H](O1)N1C(=O)NC(=O)C=C1)O)O Uridine-5'-MonoPhosphate